ClC1=CC=C(C=C1)C1=NC(=NC(=N1)C1=CC=CC=C1)C=1C=C(C=C(C#N)C1)C#N 5-(4-(4-chlorophenyl)-6-phenyl-1,3,5-triazin-2-yl)isophthalonitrile